C(C)(C)(C)OC(=O)C1(CC=2C=CC(=CC2C(C1)CC(=O)O)C(=O)O)C(=O)OC(C)(C)C 6,6-bis(tert-butoxycarbonyl)-8-(carboxymethyl)-5,6,7,8-tetrahydronaphthalene-2-carboxylic acid